2-(3,8-diazabicyclo[3.2.1]octan-3-yl)-4-cyclobutoxy-7-(thiazol-2-yl)benzo[d]oxazole C12CN(CC(CC1)N2)C=2OC1=C(N2)C(=CC=C1C=1SC=CN1)OC1CCC1